(3s,5s)-5-(hydroxymethyl)pyrrolidin-3-ol OC[C@@H]1C[C@@H](CN1)O